4-(2-(trifluoromethoxy)phenyl)piperidine FC(OC1=C(C=CC=C1)C1CCNCC1)(F)F